C1(=CC=CC=C1)C1=C(C=CC=C1)OC Phenylanisole